(S,E)-2-cyclopropyl-2-((6-oxo-5-(trifluoromethyl)-1,6-dihydropyridazin-4-yl)amino)acetaldehyde O-(2-oxo-2-(4-(5-(trifluoromethyl)pyrimidin-2-yl)piperazin-1-yl)ethyl) oxime O=C(CO\N=C\[C@@H](NC=1C=NNC(C1C(F)(F)F)=O)C1CC1)N1CCN(CC1)C1=NC=C(C=N1)C(F)(F)F